3-(dimethylamino)-1-(4-(3-isopropyl-2-(2-methylpyridin-4-yl)-1H-indol-5-yl)piperidin-1-yl)propan-1-one CN(CCC(=O)N1CCC(CC1)C=1C=C2C(=C(NC2=CC1)C1=CC(=NC=C1)C)C(C)C)C